FC(OC1=CC=NC2=C(C(=CC=C12)[N+](=O)[O-])OC)F 4-(Difluoromethoxy)-8-methoxy-7-nitroquinoline